4-[3-[2-Chloro-4-[4-(oxetan-3-yl)piperazin-1-yl]benzoyl]-2,4-dihydro-1,3-benzoxazin-8-yl]-5-fluoro-2-morpholin-4-ylbenzoic acid ClC1=C(C(=O)N2COC3=C(C2)C=CC=C3C3=CC(=C(C(=O)O)C=C3F)N3CCOCC3)C=CC(=C1)N1CCN(CC1)C1COC1